FC1=CC=C(OC2(CCOCC2)C#CC=2C=C(C=[NH+]C2)O)C=C1 5-((4-(4-fluorophenoxy)tetrahydro-2H-pyran-4-yl)ethynyl)-3-hydroxypyridinium